S1SC=C1 1,2-dithiete